N-(tert-butoxycarbonyl)-O-(p-nitrobenzoyl)-L-serine ethyl ester C(C)OC([C@@H](NC(=O)OC(C)(C)C)COC(C1=CC=C(C=C1)[N+](=O)[O-])=O)=O